Cobalt(II) stearate C(CCCCCCCCCCCCCCCCC)(=O)[O-].[Co+2].C(CCCCCCCCCCCCCCCCC)(=O)[O-]